(5-fluoro-3-iodo-1H-indol-2-yl)(morpholinyl)methanone Ethyl-1-(9-(4-acetoxybenzyl)-6-oxo-6,9-dihydro-1H-purin-2-yl)-1H-pyrazole-4-carboxylate C(C)OC(=O)C=1C=NN(C1)C=1NC(C=2N=CN(C2N1)CC1=CC=C(C=C1)OC(C)=O)=O.FC=1C=C2C(=C(NC2=CC1)C(=O)N1CCOCC1)I